heptadecan-9-yl 4-((3-((2-hexyldecyl)oxy)-3-oxopropyl)thio)-2-((1-methylpiperidin-4-yl)carbamoyl)butanoate C(CCCCC)C(COC(CCSCCC(C(=O)OC(CCCCCCCC)CCCCCCCC)C(NC1CCN(CC1)C)=O)=O)CCCCCCCC